C(C1=CC=CC=C1)OC1=CC=C(C=C1)C1=NC(=NC=C1)C(C=[N+]=[N-])=O 1-(4-(4-(benzyloxy)phenyl)pyrimidin-2-yl)-2-diazoethan-1-one